3,3-difluoro-(S)-4-hydroxy-7-(methylsulfanyl)-1,2,3,4-tetrahydro-1,6-naphthyridin-2-one FC1(C(NC2=CC(=NC=C2[C@@H]1O)SC)=O)F